I(=O)(=O)(=O)[O-].[Na+] Natrium periodat